9-benzyl-8-(2,3-dichloro-4-(2-(piperazin-1-yl)ethoxy)phenyl)-6-(1-methylcyclopropoxy)-9H-purine C(C1=CC=CC=C1)N1C2=NC=NC(=C2N=C1C1=C(C(=C(C=C1)OCCN1CCNCC1)Cl)Cl)OC1(CC1)C